ClC1=C(C=CC=C1Cl)C(C)NC1=NC=C(C=N1)C1=NOC(=N1)C(F)(F)F N-[1-(2,3-dichlorophenyl)ethyl]-5-[5-(trifluoromethyl)-1,2,4-oxadiazol-3-yl]pyrimidin-2-amine